C(N)(OC1(CCC(CC1)C=1SC(=CN1)C1=C(C=C(C=C1)NC(=O)N[C@@H](C)C1=C(C=CC=C1)F)S(NC(C)(C)C)(=O)=O)C1COC1)=O ((1S,4r)-oxetan-3-yl 4-(5-(2-(N-(tert-butyl) sulfamoyl)-4-(3-((S)-1-(2-fluorophenyl) ethyl) ureido) phenyl) thiazol-2-yl) cyclohexyl) carbamate